ClC1=C2NC=NC2=NC(=N1)CC#C 6-chloro-(prop-2-yn-1-yl)-7H-purine